NC1=C(N=CC(=N1)N1CCC(CC1)(C)NCC=1C(=C2CN(C(C2=CC1)=O)C1C(NC(CC1)=O)=O)F)C1=C(C(=CC=C1)Cl)Cl 3-(5-(((1-(6-amino-5-(2,3-dichlorophenyl)pyrazin-2-yl)-4-methylpiperidin-4-yl)amino)methyl)-4-fluoro-1-oxoisoindolin-2-yl)piperidine-2,6-dione